BrC1=C(C=C2CCN(C(C2=C1)C(=O)O)C(C(=O)OCC)=O)OC 7-bromo-2-(2-ethoxy-2-oxo-acetyl)-6-methoxy-3,4-dihydro-1H-isoquinoline-1-carboxylic acid